(1r,3r)-3-(3,3-difluoropyrrolidin-1-yl)cyclobutanol FC1(CN(CC1)C1CC(C1)O)F